5-chloro-N-(3-cyclopropyl-5-(((3r,5s)-3,5-dimethylpiperazin-1-yl)methyl)-phenyl)-4-(6-methyl-1H-indol-3-yl)pyrimidin-2-amine ClC=1C(=NC(=NC1)NC1=CC(=CC(=C1)CN1C[C@H](N[C@H](C1)C)C)C1CC1)C1=CNC2=CC(=CC=C12)C